(S)-3-(5-(4-((1-(4-((1R,2S)-6-hydroxy-2-isoamyl-1,2,3,4-tetrahydronaphthalene-1-yl)phenyl)piperidin-4-yl)methyl)piperazin-1-yl)-1-oxoisoindolin-2-yl)piperidine-2,6-dione OC=1C=C2CC[C@@H]([C@@H](C2=CC1)C1=CC=C(C=C1)N1CCC(CC1)CN1CCN(CC1)C=1C=C2CN(C(C2=CC1)=O)[C@@H]1C(NC(CC1)=O)=O)CCC(C)C